C1(CC1)OC=1C(=CC2=CN(N=C2C1)[C@@H]1C[C@](CCC1)(C)O)C(=O)O |r| Rac-6-cyclopropoxy-2-((1s,3r)-3-hydroxy-3-methylcyclohexyl)-2H-indazole-5-carboxylic acid